NC1=NC(=CC(=N1)N1CCC2(C[C@H](NC2)C(=O)O)CC1)O[C@@H](C(F)(F)F)C1=C(C=C(C=C1)C1=CC(=C(C(=C1)F)F)F)N1N=C(C=C1)C (S)-8-(2-amino-6-((R)-2,2,2-trifluoro-1-(3',4',5'-trifluoro-3-(3-methyl-1H-pyrazol-1-yl)-[1,1'-biphenyl]-4-yl)ethoxy)pyrimidin-4-yl)-2,8-diazaspiro[4.5]decane-3-carboxylic acid